N1N=CC2=CC(=CC=C12)C#CC1=NC(=NC=C1)C1=NC(=NC=C1)NCC1NCCC1 ((1H-indazol-5-yl)ethynyl)-N-(pyrrolidin-2-ylmethyl)-[2,4'-bipyrimidin]-2'-amine